4-Hydroxy-phenylethanol OC1=CC=C(C=C1)C(C)O